FC1(CCN(CC1)C1=CC(=NC=N1)NC1=CC2=C(C(NC23CCCCC3)=O)S1)F 2'-((6-(4,4-Difluoropiperidin-1-yl)pyrimidin-4-yl)amino)spiro[cyclohexane-1,4'-thieno[2,3-c]pyrrol]-6'(5'H)-one